C(C)C=1C=NC=CC1C=1C=C(C=C2C=C(NC12)C=1CN(CCC1)C(=O)OC(C)(C)C)C(=O)N1CCN(CC1)C1=NC=C(C=C1OC)F tert-butyl 3-(7-(3-ethylpyridin-4-yl)-5-(4-(5-fluoro-3-methoxypyridin-2-yl)piperazine-1-carbonyl)-1H-indol-2-yl)-5,6-dihydropyridine-1(2H)-carboxylate